NCCNC(C1=C(C(=C(C=C1)OCC1=CC=C(C=C1)OC)OCC1=CC=C(C=C1)OC)Cl)=O N-(2-aminoethyl)-2-chloro-3,4-bis((4-methoxybenzyl)oxy)benzamide